OC1=C(C(=O)N2CC3=CC=C(C=C3C2)CN2CCN(CC2)CC2=CC=C(C(=O)O)C=C2)C=C(C(=C1)O)C(C)C 4-((4-((2-(2,4-dihydroxy-5-isopropylbenzoyl)isoindolin-5-yl)methyl)piperazin-1-yl)methyl)benzoic acid